C=1C=CN2[C@@H](CC=CC12)C=O (5S)-5,6-DIHYDRO-5-INDOLIZINECARBOXALDEHYDE